C(C)(C)(C)C1(CC(=CC(=C1)N(C1=CC=2C(C3=CC=CC=C3C2C=C1)(C)C)C1=CC=CC=C1)C1=CC=CC(=C1)C(C)(C)C)C1=CC(=CC(=C1)C(C)(C)C)C(C)(C)C N-(3,3'',5',5''-tetra-tert-butyl-1,1':3,1''-terphenyl-5-yl)-N-phenyl-9,9-dimethyl-9H-fluoren-2-amine